(E)-4-(6-((5-(3-(4-(2-(4-(dimethylamino)but-2-enamido)acetamido)benzyl)-2-oxoimidazolidin-1-yl)pyridin-3-yl)-amino)pyridin-3-yl)-N,N-dimethylbenzamide CN(C/C=C/C(=O)NCC(=O)NC1=CC=C(CN2C(N(CC2)C=2C=C(C=NC2)NC2=CC=C(C=N2)C2=CC=C(C(=O)N(C)C)C=C2)=O)C=C1)C